N-[4-chloro-1-(2-chlorophenyl)-1H-pyrazol-3-yl]-2-(trifluoromethyl)benzamide ClC=1C(=NN(C1)C1=C(C=CC=C1)Cl)NC(C1=C(C=CC=C1)C(F)(F)F)=O